C(C(=C)C)(=O)OCC(CCCCCCCC)OC(C(=C)C)=O 1,2-Decanediol dimethacrylate